5-(7-((1-((1-(3-aminopropyl)-3-(4-(trifluoromethoxy)phenyl)-1H-indol-5-Yl)methYl)piperidin-4-yl)methyl)-2,7-diazaspiro[3.5]nonan-2-yl)-2-(2,6-dioxopiperidin-3-yl)isoindoline-1,3-dione NCCCN1C=C(C2=CC(=CC=C12)CN1CCC(CC1)CN1CCC2(CN(C2)C=2C=C3C(N(C(C3=CC2)=O)C2C(NC(CC2)=O)=O)=O)CC1)C1=CC=C(C=C1)OC(F)(F)F